tert-butyl 4-hydroxy-2-oxa-8-azaspiro[4.5]decane-8-carboxylate OC1COCC12CCN(CC2)C(=O)OC(C)(C)C